C(C)(C)(C)C1=CC=C(C(=C(C=O)C)Cl)C=C1 4-t-butyl-beta-chloro-alpha-methyl-cinnamaldehyde